C(C(C)C)C1C(C(O[Al](C1)CC(C)C)(CC(C)C)CC(C)C)(CC(C)C)CC(C)C hexaisobutyl-alumoxane